N-(6-chloro-5-iodopyridazin-3-yl)pivalamide ClC1=C(C=C(N=N1)NC(C(C)(C)C)=O)I